C(=O)(C(=O)O)C(C(=O)O)O Oxaloglycolic acid